ClC1=C(C=CC=C1)C(\C=C\C1=CC=C(C=C1)\C=C\C(=O)C1=C(C=CC(=C1)OC)OC)=O (E)-1-(2-chlorophenyl)-3-(4-((E)-3-(2,5-dimethoxyphenyl)-3-oxoprop-1-en-1-yl)phenyl)prop-2-en-1-one